C(CCCC)OC=1C(=CC=2C3=CC(=C(C=C3C3=CC(=C(C=C3C2C1)OCCCCC)O)OCCCCC)OCCCCC)O 3,6,10,11-tetra(n-pentyloxy)triphenylene-2,7-diol